bis[2-[(oxo) diphenylphosphino]phenyl] ether dihydrate O.O.O=P(C1=C(C=CC=C1)OC1=C(C=CC=C1)P(C1=CC=CC=C1)(C1=CC=CC=C1)=O)(C1=CC=CC=C1)C1=CC=CC=C1